C(OC1=CC=C(C=C1)[N+](=O)[O-])(=O)Cl (4-nitrophenyl) carbonchloridate